C(CC(O)(C(=O)[O-])CC(=O)[O-])(=O)[O-].[Fe+3] iron (iii) citrate